ClOCl Chlorooxid